tert-butyl (E)-2-(2,6-dichloro-4-(3-(6-(methylthio)benzofuran-2-yl)-3-oxoprop-1-en-1-yl)phenoxy)-2-methylpropanoate ClC1=C(OC(C(=O)OC(C)(C)C)(C)C)C(=CC(=C1)\C=C\C(=O)C=1OC2=C(C1)C=CC(=C2)SC)Cl